C(CCC)N(CCCC)[Si](C1=CC=C(C=C1)C=C)(C)C (dibutylamino)dimethyl-(4-vinylphenyl)silane